FC1=C(C=C(C=C1)C(O)C=1N=NC(=CC1)OC)C1=NC=NC2=CC(=CC(=C12)F)N1CCOCC1 [4-Fluoro-3-(5-fluoro-7-morpholin-4-yl-quinazolin-4-yl)-phenyl]-(6-methoxy-pyridazin-3-yl)-methanol